FC=1C(=NC=C(C1)F)OC=1C=CC(=NC1)NC([C@H](C)[C@@H]1C[C@@H](CCC1)C1=CC=[N+](C=C1)[O-])=O 4-((1R,3S)-3-((R)-1-((5-((3,5-difluoro-pyridin-2-yl)-oxy)pyridin-2-yl)amino)-1-oxopropan-2-yl)cyclohexyl)-pyridine 1-oxide